N-(benzyl(methyl)(oxo)-λ6-sulfaneylidene)-7-(5-(chlorodifluoromethyl)-1,2,4-oxadiazol-3-yl)imidazo[1,2-a]pyridine-2-carboxamide C(C1=CC=CC=C1)S(=NC(=O)C=1N=C2N(C=CC(=C2)C2=NOC(=N2)C(F)(F)Cl)C1)(=O)C